10-hydroxy-4,6,8-trimethylundecyl pentyloxymethyl ether C(CCCC)OCOCCCC(CC(CC(CC(C)O)C)C)C